N1C(=CC=2C1=NC=CC2)C=O 1H-pyrrolo[2,3-b]pyridine-2-carbaldehyde